5-(4-chloro-2-fluorophenoxy)-N-[(3S)-9-fluoro-2-oxo-5-phenyl-1,3-dihydro-1,4-benzodiazepine-3-yl]-1-(oxacyclohex-4-yl)pyrazole-4-carboxamide ClC1=CC(=C(OC2=C(C=NN2C2CCOCC2)C(=O)N[C@@H]2C(NC3=C(C(=N2)C2=CC=CC=C2)C=CC=C3F)=O)C=C1)F